(2R,3R)-dibenzoyltartaric acid C(C1=CC=CC=C1)(=O)C(C(C(=O)O)(O)C(C1=CC=CC=C1)=O)(O)C(=O)O